BrC1=CC(=C(O[C@H](C(=O)O)C2CC2)C=C1)C1=CC=NO1 (2S)-2-[4-bromo-2-(1,2-oxazol-5-yl)phenoxy]-2-cyclopropylacetic acid